5-(trifluoromethyl)-3-[[(1S,3R)-3-[4-[5-(trifluoromethyl)pyrimidin-2-yl]piperazine-1-carbonyl]cyclopentyl]amino]-1H-pyridazin-6-one FC(C1=CC(=NNC1=O)N[C@@H]1C[C@@H](CC1)C(=O)N1CCN(CC1)C1=NC=C(C=N1)C(F)(F)F)(F)F